[N+](=O)([O-])C=1C(=C2CCC(C2=CC1)O)OC1=CC=C(C=C1)C1=NC=CC=C1 5-Nitro-4-(4-(pyridin-2-yl)phenoxy)-2,3-dihydro-1H-inden-1-ol